N1(CC[C@H]2[C@@H]1CNC2)C2=CC1=C(C[C@H](CO1)NC(=O)C1=C(C=3C(=NC(=CC3C)C)S1)N)C(=C2)F N-[(3R)-7-[(3aR,6aR)-octahydropyrrolo[2,3-c]pyrrol-1-yl]-5-fluoro-3,4-dihydro-2H-1-benzopyran-3-yl]-3-amino-4,6-dimethylthieno[2,3-b]pyridine-2-carboxamide